O1COC2=C1C=CC(=C2)C2=NOC1=C2C=NCC1 3-(1,3-benzodioxol-5-yl)-6,7-dihydroisoxazolo[4,5-c]pyridin